5-((6-Fluoro-5-(4-fluoro-3-(4-(1-hydroxy-1-phenylethyl)-1H-imidazol-2-yl)phenoxy)-1H-indol-4-yl)methyl)thiazolidine-2,4-dione FC1=C(C(=C2C=CNC2=C1)CC1C(NC(S1)=O)=O)OC1=CC(=C(C=C1)F)C=1NC=C(N1)C(C)(C1=CC=CC=C1)O